5-(tert-butyl) 6-methyl (3R)-6-(2-chloroethyl)-1,1-difluoro-5-azaspiro[2.4]heptane-5,6-dicarboxylate ClCCC1(N(C[C@]2(CC2(F)F)C1)C(=O)OC(C)(C)C)C(=O)OC